C(C1=CC=CC=C1)OC=1C=CC=C(CC2C(NC(N(C2=O)COC(CO)CO)=O)=O)C1 5-benzyloxybenzyl-1-(1,3-dihydroxy-2-propoxy)methyl-barbiturate